N-(4-acetylphenyl)propanamide CCC(=O)NC1=CC=C(C=C1)C(=O)C